tert-Butyl (R)-(3-(3-fluorophenyl)-3-hydroxypropoxy)carbamate FC=1C=C(C=CC1)[C@@H](CCONC(OC(C)(C)C)=O)O